7-((4-(4-hydroxy-4-(trifluoromethyl)piperidin-1-yl)-2-methylphenyl)amino)-4-methyl-2H-benzo[b][1,4]oxazin-3(4H)-one OC1(CCN(CC1)C1=CC(=C(C=C1)NC=1C=CC2=C(OCC(N2C)=O)C1)C)C(F)(F)F